C(C)(=O)C=1C(C(=C(NC1C)C)C(=O)OC1CCC(CC1)(C)C)C=1C2=C(SC1)C=CC=C2 4,4-Dimethylcyclohexyl 5-acetyl-4-(benzo[b]thiophen-3-yl)-2,6-dimethyl-1,4-dihydropyridine-3-carboxylate